COC(=O)C1=CC(=NC=C1)N1CCN(CC1)C(=O)OC(C)(C)C tert-butyl 4-(4-(methoxycarbonyl)pyridin-2-yl)piperazine-1-carboxylate